tert-butyl (S)-4-(3-amino-4-chlorophenyl)-2,2-dimethyloxazolidine-3-carboxylate NC=1C=C(C=CC1Cl)[C@@H]1N(C(OC1)(C)C)C(=O)OC(C)(C)C